C(C)(C)(C)N1C(COCC1)C(N=CN(C)C)=O t-butyl-3-[{(dimethylamino)methylene}carbamoyl]morpholine